hydroxy-1,3,4,9-tetrahydro-2H-pyrido[3,4-b]indole-2-carboxylic acid tert-butyl ester C(C)(C)(C)OC(=O)N1C(C=2NC3=CC=CC=C3C2CC1)O